ClCC1=CC=C(O1)C(=O)O 5-(chloromethyl)furan-2-carboxylic acid